O[B-]1(CCC=2C=CC(=CC2O1)OC1CN(C1)C([C@H](N)CC1=CC=CC=C1)=O)O 4,4-dihydroxy-8-[(1-D-phenylalanylazetidin-3-yl)oxy]-5-oxa-4-boranuidabicyclo[4.4.0]deca-1(6),7,9-triene